Cl.N1=CC=C(C=C1)C1=C2CCO[C@@H](C2=CC=C1)CNCC |o1:12| rel-(S)-N-((5-(Pyridin-4-yl)isochroman-1-yl)methyl)ethanamine hydrochloride salt